ricinoleyl palmitate C(CCCCCCCCCCCCCCC)(=O)OCCCCCCCC\C=C/C[C@H](O)CCCCCC